C(C)(C)OP(=O)(OC(C)C)F diisopropyl-fluorophosphate